Bis(2-(ethylsulfanyl)vinyl)phosphinic acid ethyl ester C(C)OP(=O)(C=CSCC)C=CSCC